5-(3-Chloro-4-fluorobenzyl)pyridin-2-amine ClC=1C=C(CC=2C=CC(=NC2)N)C=CC1F